C(C)(=O)[O-].[Zn+2].C(C)(=O)[O-] Zinc(II) acetate